(cyclopropylsulfonylmethyl)-2-methyl-1,4-dioxane C1(CC1)S(=O)(=O)CC1(OCCOC1)C